QUINOLINONE C1=CC=C2C(=C1)C=CC(=O)N2